1-benzyloxy-3-(2,4-dichlorobenzyl)imidazole C(C1=CC=CC=C1)ON1CN(C=C1)CC1=C(C=C(C=C1)Cl)Cl